5-(10-Nonadecenyl)-1,3-benzenediol C(CCCCCCCCC=CCCCCCCCC)C=1C=C(C=C(C1)O)O